CN(C(=O)C1C(=NN(C1=O)C1=CC=CC=C1)C)C1=CC=CC=C1 N,3-dimethyl-5-oxo-N,1-diphenyl-4,5-dihydro-1H-pyrazole-4-carboxamide